succinimide cyanide [C-]#N.C1(CCC(N1)=O)=O